C(=C)N1C=[NH+]C=C1 N-vinylimidazolium